C1OSOC1 1,1'-ethylenedioxysulfide